ClC=1C=C(C2=C(C(=CO2)COC2=C(C=CC=C2)CC(=O)OCC)C1)C1=CC=C(C=C1)CN1CCN(CC1)C ethyl 2-(2-((5-chloro-7-(4-((4-methylpiperazin-1-yl)methyl)phenyl)benzofuran-3-yl)methoxy)phenyl)acetate